FC1=CC2=C(NN=N2)C(=C1O)F 5,7-difluoro-1H-benzo[d][1,2,3]triazol-6-ol